C1(=CC=C(C=C1)C1CCC(C2=CC(=CC=C12)C1=CC=CC=C1)=O)C1=CC=CC=C1 4-([1,1'-biphenyl]-4-yl)-7-phenyl-3,4-dihydronaphthalen-1(2H)-one